2-(3-{3-[(4-methyl-1,2-oxazol-3-yl)methyl]oxetan-3-yl}phenyl)-3-oxo-7-(trifluoromethyl)-1H-isoindole-5-carbaldehyde CC=1C(=NOC1)CC1(COC1)C=1C=C(C=CC1)N1CC2=C(C=C(C=C2C1=O)C=O)C(F)(F)F